C1(CC1)OC1=CC(=NC=C1)NCC1=CC(=C(C(=C1)O)N1CC(NS1(=O)=O)=O)F 5-[4-[[[4-(cyclopropoxy)-2-pyridyl]amino]methyl]-2-fluoro-6-hydroxy-phenyl]-1,1-dioxo-1,2,5-thiadiazolidin-3-one